C(C)C(CC=1C(=C(C=CC1)O)CN)CCCC 2-ethylhexyl-aminomethylphenol